ClC1=CC=C(C=C1)C=1C=C(C(N(N1)C1=CC(=CC=C1)F)=O)C(=O)NC[C@H](C(C)C)O 6-(4-chlorophenyl)-2-(3-fluorophenyl)-N-[(2S)-2-hydroxy-3-methylbutyl]-3-oxo-2,3-dihydropyridazine-4-carboxamide